N-((R)-1-(2-fluoro-3-(trifluoromethyl)phenyl)ethyl)-7-methoxy-2-methyl-6-(((S)-1-methylpyrrolidin-2-yl)methoxy)quinazolin-4-amine FC1=C(C=CC=C1C(F)(F)F)[C@@H](C)NC1=NC(=NC2=CC(=C(C=C12)OC[C@H]1N(CCC1)C)OC)C